N-(2-ethoxy-1-naphthyl)-acetamide C(C)OC1=C(C2=CC=CC=C2C=C1)NC(C)=O